[Cl-].CC=1C=C(C[N+](C)(C)C)C=C(C1)C (3,5-dimethylbenzyl)trimethylammonium chloride